N1C(=NC2=C1C=CC=C2)CNCCC=2SC(=C(N2)C(=O)NCC2=NC=CC=C2)Cl 2-{2-[(1H-1,3-Benzodiazol-2-ylmethyl)amino]ethyl}-5-chloro-N-(pyridin-2-ylmethyl)-1,3-thiazole-4-carboxamide